C(C1=CC=CC=C1)[C@@H](CO)NC(=O)[C@]1([C@@H](CC[C@H](C1)C)C(C)C)O (1S,2S,5r)-N-[(1S)-1-benzyl-2-hydroxy-ethyl]-1-hydroxy-2-isopropyl-5-methyl-cyclohexanecarboxamide